2,4-dibromophenyldiphenylamine BrC1=C(C=CC(=C1)Br)N(C1=CC=CC=C1)C1=CC=CC=C1